C(C)(C)(C)OC(=O)N[C@H](C(=O)O)CCCC#N (S)-2-[(tert-butoxycarbonyl)amino]-5-cyanopentanoic acid